C12(CC(C1)C2)NC(CN2C(C(=CC=C2)NC([C@H](CCC(C(=O)NCC)=O)NC(=O)C=2OC1=C(C2C)C=CC=C1)=O)=O)=O (S)-N1-(1-(2-(bicyclo[1.1.1]pentan-1-ylamino)-2-oxoethyl)-2-oxo-1,2-dihydropyridin-3-yl)-N6-ethyl-2-(3-methylbenzofuran-2-carboxamido)-5-oxohexanediamide